S-(7-oxo-7-((4-phenylthiazol-2-yl)amino)heptyl) 3-(4-fluorophenyl)propanethioate FC1=CC=C(C=C1)CCC(SCCCCCCC(NC=1SC=C(N1)C1=CC=CC=C1)=O)=O